C(C)(C)(C)OC(=O)N1CCC(CC1)C(=O)O 1-(t-Butoxycarbonyl)piperidine-4-carboxylic acid